OCC=1C=C(CNC(CC2=CC=3NC4=CC(=CC=C4C3C=C2)OC)=O)C=CC1 N-(3-(hydroxymethyl)benzyl)-2-(7-methoxy-9H-carbazol-2-yl)acetamide